FC(C(=O)N1CCC(CC1)NC(=O)C1CC(NCC1)=O)(C1=C(C=CC(=C1)C(NC1=CC(=C(C=C1)F)C)=O)F)F N-(1-(2,2-difluoro-2-(2-fluoro-5-((4-fluoro-3-methylphenyl)carbamoyl)phenyl)acetyl)piperidin-4-yl)-2-oxopiperidine-4-carboxamide